C1NCC12CCN(CC2)C=2N=C1C(=NC2)N=C(C=C1)SC1=C(C(=NC=C1)N)Cl 4-((2-(2,7-diazaspiro[3.5]nonan-7-yl)pyrido[2,3-b]pyrazin-6-yl)thio)-3-chloropyridin-2-amine